C1=C(C=CC=2C3=CC=CC=C3NC12)C=O 9H-CARBAZOLE-2-CARBALDEHYDE